NC1CCC(CC1)NC1=CC(=NC=C1C1=NN(C=C1)CC(F)F)NC1=CC=C2C(=N1)N(N=C2)C(C)C N4-((1s,4s)-4-Aminocyclohexyl)-5-(1-(2,2-difluoroethyl)-1H-pyrazol-3-yl)-N2-(1-isopropyl-1H-pyrazolo[3,4-b]pyridin-6-yl)pyridine-2,4-diamine